FC(C(=O)O)(F)F.O=C1N(CCC(N1)=O)C1=NN(C2=CC(=CC=C12)C1CCN(C2(CC2)C1)CC(=O)O)C 2-[7-[3-(2,4-dioxohexahydropyrimidin-1-yl)-1-methyl-indazol-6-yl]-4-azaspiro[2.5]octan-4-yl]acetic acid, trifluoroacetic acid salt